8-Hydroxy-1-[(4-methoxyphenyl)methyl]-4-oxo-1,5-naphthyridine-3-carboxylic acid ethyl ester C(C)OC(=O)C1=CN(C2=C(C=CN=C2C1=O)O)CC1=CC=C(C=C1)OC